Ethyl 3-oxo-3H-benzo[f]chromene-2-carboxylate O=C1OC=2C=CC3=C(C2C=C1C(=O)OCC)C=CC=C3